(R)-oxiran-2-ylmethanol O1[C@@H](C1)CO